ICCC[Si](OC)(OC)OC 3-iodo-propyltrimethoxysilane